FC=1C=C(C=CC1N1CCC(CC1)CCC1=CC(=C(C=C1)B1OC(C(O1)(C)C)(C)C)C)C1C(NC(CC1)=O)=O 3-(3-Fluoro-4-(4-(3-methyl-4-(4,4,5,5-tetramethyl-1,3,2-dioxaborolan-2-yl)phenethyl)piperidin-1-yl)phenyl)piperidine-2,6-dione